((S)-1-(4-(4-methylthiazol-5-yl)phenyl)ethyl)carbamoylpyrrole CC=1N=CSC1C1=CC=C(C=C1)[C@H](C)NC(=O)C=1NC=CC1